[1,4]dithiino[2,3-c][1,2]thiazole-3-carbonitrile N=1SC(=C2C1SC=CS2)C#N